7-(diethylamino)-N-((1-(2,6-dioxopiperidin-3-yl)-2-oxo-1,2-dihydrobenzo[cd]indol-6-yl)methyl)heptanamide C(C)N(CCCCCCC(=O)NCC=1C=2C3=C(C(N(C3=CC1)C1C(NC(CC1)=O)=O)=O)C=CC2)CC